FC1=CC(=C(C=C1CCN[C@@H]([C@H]1CNC2=C(N1)N=CC=C2)C2=CC=CC=C2)CC(=O)O)C 2-(4-fluoro-2-methyl-5-(2-(((R)-phenyl((R)-1,2,3,4-tetrahydropyrido[2,3-b]pyrazin-3-yl)methyl)amino)ethyl)phenyl)acetic acid